C1=2C=C(C=CC2CC1)[C@H](C)NC1=CC(N(C(N1)=O)C(C)C)=O (S)-6-((1-(bicyclo[4.2.0]oct-1(6),2,4-trien-3-yl)ethyl)amino)-3-isopropylpyrimidine-2,4(1H,3H)-dione